COC1=C(C=CC(=C1)N1CCOCC1)C1(N=C(C=2C(=N1)NNC2C=2C=NN(C2)C)NC2CCN(CC2)C)N 6-(2-methoxy-4-morpholinophenyl)-3-(1-methyl-1H-pyrazol-4-yl)-N4-(1-methylpiperidin-4-yl)-1H-pyrazolo[3,4-d]pyrimidine-4,6-diamine